C(C1=CC=CC=C1)C(CC=1C=NC=CC1)CC[Si](OC)(OC)OC 3-[2-benzyl-4-(trimethoxysilyl)butyl]pyridine